C(C)(C)N1CCN(CC1)C1=CC=C(C=C1)C=1C=C(C2=C(N(C(=N2)C)C)C1)NC1=NC=CN=C1 6-(4-(4-isopropylpiperazin-1-yl)phenyl)-1,2-dimethyl-N-(pyrazin-2-yl)-1H-benzo[d]imidazol-4-amine